COC(=O)C=1NC2=CC=C(C=C2C1Br)C1=CC=C(C=C1)F 3-bromo-5-(4-fluorophenyl)-1H-indole-2-carboxylic acid methyl ester